tert-butyl ((5-(2-chloro-3-fluoropyridin-4-yl)-2-(methyl-d3)-2H-1,2,3-triazol-4-yl)methyl)(methyl)carbamate ClC1=NC=CC(=C1F)C=1C(=NN(N1)C([2H])([2H])[2H])CN(C(OC(C)(C)C)=O)C